O1C=NC(=C1)CNC=1C(C(C1NCC1=NC=C(C=C1)C1=NOC(=N1)C(F)(F)F)=O)=O 3-((oxazol-4-ylmethyl)amino)-4-(((5-(5-(trifluoromethyl)-1,2,4-oxadiazol-3-yl)pyridin-2-yl)methyl)amino)cyclobut-3-ene-1,2-dione